C(C1=CC=CC=C1)(=O)OC[C@H]1O[C@H]([C@@H]([C@@]1(O)C#C)O)N1N=CC=2C1=NC(=CC2N2C[C@@H]1[C@H](C2)CCC1)Cl ((2R,3S,4R,5R)-5-(6-chloro-4-((3aR,6aS)-hexahydrocyclopenta[c]pyrrol-2(1H)-yl)-1H-pyrazolo[3,4-b]pyridin-1-yl)-3-ethynyl-3,4-dihydroxytetrahydrofuran-2-yl)methyl benzoate